C1(CC1)CN1CCC2(CC(=NO2)C(=O)N[C@@H](CCCCCC(CC)=O)C=2OC(=CN2)C=2C=C3C=CC(=NC3=CC2OC)C)CC1 (S)-8-(Cyclopropylmethyl)-N-(1-(5-(7-methoxy-2-methylchinolin-6-yl)oxazol-2-yl)-7-oxononyl)-1-oxa-2,8-diazaspiro[4.5]dec-2-en-3-carboxamid